[1-(4-chloropyridin-2-yl)pyrazol-4-yl]methanol ClC1=CC(=NC=C1)N1N=CC(=C1)CO